(D)-phenylalanine N[C@H](CC1=CC=CC=C1)C(=O)O